2,2'-[1,4,8-triazacycloundecane-1,4-diylbis(methylene)]bis[6-(aminomethyl)-4-methylphenol] N1(CCN(CCCNCCC1)CC1=C(C(=CC(=C1)C)CN)O)CC1=C(C(=CC(=C1)C)CN)O